COC1=C(C[C@H](N)C)C=C(C(=C1)I)OC |r| (±)-2,5-dimethoxy-4-iodoamphetamine